CCCCCCCCCCCCCCCC(=O)OC[C@H](CO)OC(=O)CCCCC/C=C\\C/C=C\\C/C=C\\C/C=C\\CCCCC The molecule is a 1,2-diacyl-sn-glycerol in which the 1- and 2-acyl groups are specified as palmitoyl and (7Z,10Z,13Z,16Z)-docosatetraenoyl respectively. It has a role as a mouse metabolite. It derives from an all-cis-docosa-7,10,13,16-tetraenoic acid and a hexadecanoic acid.